O[C@H](/C=C/C(=O)OCC)C Ethyl (2E,4S)-4-hydroxypent-2-enoate